ClC1=C(C=CC=C1)C=1NC(=C(N1)OC)OC 2-(o-chlorophenyl)-4,5-dimethoxyimidazole